FC1=CC(=C(C=C1)B(O)O)OCCOC (4-fluoro-2-(2-methoxyethoxy)phenyl)boronic acid